2-(7-methoxy-1-methyl-1,2,3,4-tetrahydronaphthalen-1-yl)-N-methylethane-1-amine COC1=CC=C2CCCC(C2=C1)(C)CCNC